C(CC)SC1=NN=C(S1)NC(CSC=1NC(C2=C(N1)N(N=C2)C2=CC=CC=C2)=O)=O N-(5-(propylthio)-1,3,4-thiadiazol-2-yl)-2-{{4-oxo-1-phenyl-4,5-dihydro-1H-pyrazolo[3,4-d]pyrimidin-6-yl}thio}acetamid